(R,E)-2-methyl-N-(3-methylbutylidene)propane-2-sulfinamide CC(C)(C)[S@@](=O)/N=C/CC(C)C